(3,4-methylenedioxyphenyl)-1-(4-(hydroxycarbamoyl)benzyl)-5-methyl-1H-indole-3-carboxamide C1OC=2C=C(C=CC2O1)C=1N(C2=CC=C(C=C2C1C(=O)N)C)CC1=CC=C(C=C1)C(NO)=O